5-chloro-2-(2-fluoro-4-pyridinyl)-4-(6-hydroxy-1,4-diazepan-1-yl)-1H-pyrimidin-6-one ClC1=C(N=C(NC1=O)C1=CC(=NC=C1)F)N1CCNCC(C1)O